(5-(2,6-difluoro-4-methoxyphenyl)-1-methyl-2-(6-(methylthio)-3-(trifluoromethyl)pyridin-2-yl)-3-oxo-2,3-dihydro-1H-pyrazol-4-yl)-4-(difluoromethoxy)benzamide FC1=C(C(=CC(=C1)OC)F)C1=C(C(N(N1C)C1=NC(=CC=C1C(F)(F)F)SC)=O)C1=C(C(=O)N)C=CC(=C1)OC(F)F